N-(4-(1-isopropoxyethyl)thiazol-2-yl)-1-(pyridin-4-ylmethyl)-1H-pyrrole-2-carboxamide C(C)(C)OC(C)C=1N=C(SC1)NC(=O)C=1N(C=CC1)CC1=CC=NC=C1